FC(C(=O)O)(F)F.CN1CCC(CC1)OC1=CC=C2C(=NC=NC2=C1)O[C@@H]1CC[C@H](CC1)N1C(N(CC1=O)C=1C=NC=C(C1)C(F)(F)F)=O 3-[trans-4-({7-[(1-methyl-4-piperidinyl)oxy]-4-quinazolinyl}oxy)cyclohexyl]-1-[5-(trifluoromethyl)-3-pyridinyl]-2,4-imidazolidinedione trifluoroacetate